pteric acid C(C1=CC=C(NCC2=CN=C3N=C(N)NC(=O)C3=N2)C=C1)(=O)O